BrC=1C=NN(C1CCOC1=C2CCN(CC2=CC=C1)C(=O)OC(C)(C)C)C tert-Butyl 5-[2-(4-bromo-1-methyl-1H-pyrazol-5-yl)ethoxy]-3,4-dihydroisoquinoline-2(1H)-carboxylate